4-[[5-fluoro-6-[1-methyl-4-(trifluoromethyl)imidazol-2-yl]-3-pyridyl]methoxy]-2-(2-isopropylphenyl)pyrido[2,3-d]pyrimidine FC=1C=C(C=NC1C=1N(C=C(N1)C(F)(F)F)C)COC=1C2=C(N=C(N1)C1=C(C=CC=C1)C(C)C)N=CC=C2